C[C@@H]1N([C@H](CN(C1)C1COC1)C)C=1C=CC=NC1 5-((2s,6s)-2,6-dimethyl-4-(oxetan-3-yl)piperazin-1-yl)pyridine